COC(C(C)C1=C(C=CC(=C1)NC=1N=CC2=C(N(C(N(C2)C2=C(C=CC=C2C)C)=O)CCCCO)N1)N1CCN(CC1)C)=O 2-[5-[6-(2,6-Dimethyl-phenyl)-8-(4-hydroxy-butyl)-7-oxo-5,6,7,8-tetrahydro-pyrimido[4,5-d]pyrimidin-2-ylamino]-2-(4-methyl-piperazin-1-yl)-phenyl]-propionic acid methyl ester